trans-4-((3-(1-Cyclopropyl-1H-pyrazol-4-yl)phenyl)((trans-4-(5-methoxy-6-methylpyridin-2-yl)cyclohexyl)methyl)carbamoyl)cyclohexanecarboxylic acid C1(CC1)N1N=CC(=C1)C=1C=C(C=CC1)N(C(=O)[C@@H]1CC[C@H](CC1)C(=O)O)C[C@@H]1CC[C@H](CC1)C1=NC(=C(C=C1)OC)C